FC=1C=C(C=CC1F)N1C(CC[C@H]1C1=NC2=C(N1C1CCN(CC1)S(=O)(=O)C)C=CC(=C2)C=2C(=NOC2C)C)=O (S)-1-(3,4-difluorophenyl)-5-(5-(3,5-dimethylisoxazol-4-yl)-1-(1-(methylsulfonyl)piperidin-4-yl)-1H-benzo[d]imidazol-2-yl)pyrrolidin-2-one